2,6-dimethyl-5-cyanoaniline CC1=C(N)C(=C(C=C1)C#N)C